3-[4-(5-methoxythiophen-3-yl)-1H-1,2,3-triazol-1-yl]piperidine-2,6-dione COC1=CC(=CS1)C=1N=NN(C1)C1C(NC(CC1)=O)=O